2-amino-6-fluoro-N-(6-(4-methylpiperazin-1-yl)-[3,4'-bipyridin]-3'-yl)pyrazolo[1,5-a]pyrimidine-3-carboxamide NC1=NN2C(N=CC(=C2)F)=C1C(=O)NC=1C=NC=CC1C=1C=NC(=CC1)N1CCN(CC1)C